3-((3,5-difluorobenzyl)oxy)-7,8,8a,9-tetrahydropyrrolo[1',2':3,4]imidazo[1,2-c]pyrimidin-1(6H)-one FC=1C=C(COC=2C=C3N(C(N2)=O)CC2N3CCC2)C=C(C1)F